C(C)OC1=NC=CC=C1C=1C=C(C=2N(N1)C(=NC2C(C)C)C)NCC=2N=NN(N2)C 2-(2-ethoxy-3-pyridyl)-5-isopropyl-7-methyl-N-[(2-methyltetrazol-5-yl)methyl]imidazo[1,5-b]pyridazin-4-amine